N1=CC(=CC=C1)C1=CC=2C=NC(=CC2N1)NC1CCC(CC1)O (1s,4s)-4-(2-(pyridin-3-yl)-1H-pyrrolo[3,2-c]pyridin-6-ylamino)cyclohexanol